((2-cyano-7-(4-cyanophenyl)isoindolin-5-yl)methyl)-1-methyl-1H-pyrazole-4-carboxamide C(#N)N1CC2=C(C=C(C=C2C1)CC1=NN(C=C1C(=O)N)C)C1=CC=C(C=C1)C#N